N-(1-cyanocyclopropyl)-5-(5-(3,5-dichlorophenyl)-5-(trifluoromethyl)-4,5-dihydroisoxazol-3-yl)-3-methyl-5,6-dihydro-4H-thieno[2,3-c]pyrrole-2-carboxamide C(#N)C1(CC1)NC(=O)C1=C(C2=C(CN(C2)C2=NOC(C2)(C(F)(F)F)C2=CC(=CC(=C2)Cl)Cl)S1)C